C1(CCCCC1)OC(CCCC(C=[N+]=[N-])=O)=O 6-diazo-5-oxohexanoic acid cyclohexyl ester